((6-cis-((3-((tert-Butyldiphenylsilyl)oxy)cyclobutyl)(methyl)amino)undecane-1,11-diyl)bis-(sulfanediyl))bis(octane-1,2-diyl) bis(3-cyclohexylpropanoate) C1(CCCCC1)CCC(=O)OC(CSC(CCCCCCCCCCSCC(CCCCCC)OC(CCC1CCCCC1)=O)N(C)C1CC(C1)O[Si](C1=CC=CC=C1)(C1=CC=CC=C1)C(C)(C)C)CCCCCC